N4-(2-(methylsulfonyl)phenyl)-N6-(5-(oxetan-3-ylamino)pyridin-2-yl)pyrimidine-4,6-diamine CS(=O)(=O)C1=C(C=CC=C1)NC1=NC=NC(=C1)NC1=NC=C(C=C1)NC1COC1